N-(amino(5-((dimethylamino)methyl)-3-fluorothiophen-2-yl)(oxo)-λ6-sulfaneylidene)-2-(3-fluoro-2,6-diisopropylphenyl)acetamide NS(=NC(CC1=C(C(=CC=C1C(C)C)F)C(C)C)=O)(=O)C=1SC(=CC1F)CN(C)C